N[C@H]1CN(CCC1)C(=O)C1=CC2=C(N(C(=N2)C2=CC=3C(=NC(=CC3)S(=O)(=O)C)N2CC2CC2)C)C(=C1)OC (R)-(3-aminopiperidin-1-yl)(2-(1-(cyclopropylmethyl)-6-(methylsulfonyl)-1H-pyrrolo[2,3-b]pyridin-2-yl)-7-methoxy-1-methyl-1H-benzo[d]imidazol-5-yl)methanone